3-[5,7-Difluoro-2-(4-fluorophenyl)-1H-indol-3-yl]cyclobutanone FC=1C=C2C(=C(NC2=C(C1)F)C1=CC=C(C=C1)F)C1CC(C1)=O